1-isothiocyanato-3-(methylsulfinyl)propane N(=C=S)CCCS(=O)C